C1(=CC=CC=C1)C1=NC(=NC(=N1)C1=CC=CC=C1)C1=C(C=CC=C1)C1=CC=C2C=3C=C(C=CC3C3(C2=C1)CCCC3)C3=CC=CC=C3 2,4-diphenyl-6-(2-(3'-phenylspiro[cyclopentane-1,9'-fluoren]-7'-yl)phenyl)-1,3,5-triazine